NC=1C=NC2=CC=CC=C2C1N[C@@H](CC1=CC=C(C=C1)O)CCCC 4-[(2R)-2-[(3-amino-4-quinolyl)amino]hexyl]phenol